4-[(2R)-3-(3,4-dihydro-1H-isoquinolin-2-yl)-2-hydroxy-propyl]-8-[1-(oxetan-3-yl)azetidin-3-yl]oxy-2,3-dihydro-1,4-benzoxazepin-5-one C1N(CCC2=CC=CC=C12)C[C@H](CN1CCOC2=C(C1=O)C=CC(=C2)OC2CN(C2)C2COC2)O